(2-(naphthalene-1-yl)phenyl)diphenylphosphine C1(=CC=CC2=CC=CC=C12)C1=C(C=CC=C1)P(C1=CC=CC=C1)C1=CC=CC=C1